Cl.CO[C@@H]1C[C@H](C1)N (trans)-3-methoxycyclobutan-1-amine hydrochloride